C(C)C12CN(CC2C1CC(=O)O)C1=NC(=NC(=C1)C(F)(F)F)N1[C@H](CC1)C 2-(1-ethyl-3-(2-((S)-2-methylazetidin-1-yl)-6-(trifluoromethyl)pyrimidin-4-yl)-3-azabicyclo[3.1.0]hex-6-yl)acetic acid